S(=S)(=O)(O)O.C(C)O[Si](C=1CC(C)(C=CC1)CCC)(OCC)OCC 3-triethoxysilyl-1-propyltoluene thiosulfate